ClC1=CC=C2C(=CNC2=C1C=1C=NOC1)S(=O)(=O)NC1=NC(=C(C(=N1)OC)OC(F)F)OC 6-chloro-N-[5-(difluoromethoxy)-4,6-dimethoxy-pyrimidin-2-yl]-7-isoxazol-4-yl-1H-indole-3-sulfonic acid amide